3-(4-(((1-(4-(5,7-dimethoxy-4-oxo-3,4-dihydroquinazolin-2-yl)phenyl)piperidin-4-yl)(methyl)amino)methyl)phenyl)piperidine-2,6-dione COC1=C2C(NC(=NC2=CC(=C1)OC)C1=CC=C(C=C1)N1CCC(CC1)N(C)CC1=CC=C(C=C1)C1C(NC(CC1)=O)=O)=O